(R)-3-((1-chloropyrido[3,4-d]pyridazin-4-yl)amino)piperidine-1-carboxylic acid tert-butyl ester C(C)(C)(C)OC(=O)N1C[C@@H](CCC1)NC=1N=NC(=C2C1C=NC=C2)Cl